[Cl-].C(CCCCCCCCCCCCCCCCC)OCCC[NH+](C)C stearoxypropyl-dimethyl-ammonium chloride